COC1=C(C=CC(=C1)C)C1(CC1)C(=O)O 1-(2-methoxy-4-methylphenyl)cyclopropane-1-carboxylic acid